ClC1=NC(=CC=C1CC#N)C 2-(2-chloro-6-methylpyridin-3-yl)acetonitrile